NCCN(CCN)CCN 2-[Bis(2-amino-ethyl)amino]ethanamine